(2-((6-(1H-pyrazol-4-yl)imidazo[1,2-a]pyridin-2-yl)amino)pyridin-4-yl)methanol N1N=CC(=C1)C=1C=CC=2N(C1)C=C(N2)NC2=NC=CC(=C2)CO